C(C)OC(C1=CN=C(C(=C1NC(CC#N)=O)F)Cl)=O 6-Chloro-4-(2-cyanoacetamido)-5-fluoronicotinic acid ethyl ester